C1=CC=CC=2C3=CC=CC=C3N(C12)C1=CC=C(C=C1)C1=NC2=C(N1C1=CC(=CC(=C1)F)F)C1=CC=CC=C1C=1C=CC=CC12 2-(4-(9H-carbazol-9-yl)phenyl)-1-(3,5-difluorophenyl)-1H-phenanthro[9,10-d]imidazole